O=C1CCC2(CCN(CC2)C(=O)[O-])CC1 9-oxo-3-azaspiro[5.5]undecan-3-carboxylate